C(C)OC(CCCCCCCC1C(C1)CCCCCCCCC(CCCCCCC)N(C)C)=O ethyl-8-{2-[9-(dimethylamino)hexadecyl]cyclopropyl}octanoate